ClC1=C(C=CC=C1)C=1N(C2=NC(=NC(=C2N1)N1CCC(CC1)(C(=O)N)C)NCCN(C)C)C1=CC=C(C=C1)Cl 1-[8-(2-chlorophenyl)-9-(4-chlorophenyl)-2-[2-(dimethylamino)ethylamino]purin-6-yl]-4-methyl-piperidine-4-carboxamide